methyl-5-methoxyindole CC=1NC2=CC=C(C=C2C1)OC